(R)-N-[(E)-2-[(tert-butyldimethylsilyl)oxy](1-2H)ethylidene]-2-methylpropane-2-sulfinamide [Si](C)(C)(C(C)(C)C)OC\C(\[2H])=N\[S@](=O)C(C)(C)C